N[C@@H](CC(C)C)C(=O)OC([C@@H](N)C[C@H]1C(NCCC1)=O)=O leucyl-3-[(3S)-2-oxopiperidin-3-yl]-L-alaninate